C(C)C1=CC=C(OCC(=O)N(CC=2SC=CC2)C2=NC=CC=C2)C=C1 2-(4-ethylphenoxy)-N-(pyridin-2-yl)-N-(thiophen-2-ylmethyl)acetamide